COC1=C(C=CC(=C1)N)C1=CC=CC=C1 methoxy-[1,1'-biphenyl]-4-amine